C/C=C(\\C)/C(=O)OC[C@@]12[C@H](CCC[C@]13CO3)[C@@]([C@@H](C[C@@H]2OC(=O)C)C)(C)CCC4=CC(=O)OC4 The molecule is a diterpene lactone isolated from the whole plant of Ajuga ciliata. It has a role as a plant metabolite. It is an acetate ester, a butenolide, a diterpene lactone, an enoate ester and a spiro-epoxide.